2-(4-chlorobenzyl)-4-((3S,4S)-3-fluoro-4-(4-hydroxyphenyl)piperidin-1-yl)-1,2-oxazinan-3-one ClC1=CC=C(CN2OCCC(C2=O)N2C[C@H]([C@@H](CC2)C2=CC=C(C=C2)O)F)C=C1